Cl.Cl.CN1C(CCC1)CSC=1NC2=CC=CC=C2CN1 2-(((1-methylpyrrolidin-2-yl)methyl)thio)-1,4-dihydroquinazoline dihydrochloride